[(1S,2R,5S)-2-isopropyl-5-methylcyclohexyl] 2-[(2S)-1-[(2,3-difluorophenyl)methyl]-5-oxopyrrolidin-2-yl]acetate FC1=C(C=CC=C1F)CN1[C@@H](CCC1=O)CC(=O)O[C@@H]1[C@H](CC[C@@H](C1)C)C(C)C